(2-oxo-7-(trifluoromethyl)-2,3-dihydro-1H-benzo[d]imidazol-1-yl)azepan-1-carboxylic acid tert-butyl ester C(C)(C)(C)OC(=O)N1C(CCCCC1)N1C(NC2=C1C(=CC=C2)C(F)(F)F)=O